C(C)C1=C(C=CC=C1)C1=NCC(NC=2SC=3CC(CC3C12)C(=O)OC)=O methyl 13-(2-ethylphenyl)-10-oxo-7-thia-9,12-diazatricyclo[6.5.0.02,6]trideca-1(8),2(6),12-triene-4-carboxylate